(E)-1-(2,4-dichlorophenyl)-2-((4-fluoro-1-methyl-3-(trifluoromethyl)-1H-pyrazol-5-yl)oxy)ethan-1-one-O-ethyloxime C(C)O\N=C(\COC1=C(C(=NN1C)C(F)(F)F)F)/C1=C(C=C(C=C1)Cl)Cl